3,5-dimethyl-3-trimethylsilyloxy-1-hexyne CC(C#C)(CC(C)C)O[Si](C)(C)C